CC=1C=C(C=CC1)C1=CC(=NC2=C(N=CC=C12)C1=CC=NN1)N1CCOCC1 4-(3-methylphenyl)-2-(morpholin-4-yl)-8-(1H-pyrazol-5-yl)-1,7-naphthyridine